N-(2,6-dioxopyridin-3-yl)-5-(4-formylpiperidin-1-yl)pyridinamide O=C1NC(C=CC1NC(=O)C1=NC=C(C=C1)N1CCC(CC1)C=O)=O